(5R)-2-(6-Ethyl-2-methyl-3-pyridyl)-5-methyl-N-[(3S)-2-oxo-5-phenyl-1,3-dihydro-1,4-benzodiazepin-3-yl]-6,7-dihydro-5H-pyrazolo[5,1-b][1,3]oxazine-3-carboxamide C(C)C1=CC=C(C(=N1)C)C1=NN2C(O[C@@H](CC2)C)=C1C(=O)N[C@@H]1C(NC2=C(C(=N1)C1=CC=CC=C1)C=CC=C2)=O